2,2-dimethyltetrahydropyran CC1(OCCCC1)C